C1(CC1)N1N=CC(=C1)C=1N(C(=C(N1)NCC1=C(C(=O)O)C=C(C=C1)OC(F)(F)F)S(=O)(=O)CC)C 2-[[[2-(1-cyclopropylpyrazol-4-yl)-5-ethylsulfonyl-1-methyl-imidazol-4-yl]amino]methyl]-5-(trifluoromethoxy)benzoic acid